C(CC)(N)N Propandiamin